(R)-8-amino-3-(trifluoromethyl)-7,8-dihydro-1,6-naphthyridine-6(5H)-carboxylic acid benzyl ester C(C1=CC=CC=C1)OC(=O)N1CC=2C=C(C=NC2[C@@H](C1)N)C(F)(F)F